FC(C=1C=C(C=CC1)C1=CN=C2N1N=C(C=C2)NC2CC1(C2)CN(CC1)C(=O)[O-])(F)F 2-[[3-[3-(trifluoromethyl)phenyl]imidazo[1,2-b]pyridazin-6-yl]amino]-6-Azaspiro[3.4]octane-6-carboxylate